COC(CCC=C)OC 4-pentenal dimethyl acetal